O=C1OC(CN1C=1C=CC=2SCC(NC2N1)=O)CCNCC1CC=2C=CC=C(C2C1)C#N 2-[[2-[2-oxo-3-(3-oxo-4H-pyrido[3,2-b][1,4]thiazin-6-yl)-1,3-oxazolidin-5-yl]ethylamino]methyl]-2,3-dihydro-1H-indene-4-carbonitrile